2-(4-((6-(benzyloxy)-2-(4-(methylsulfonyl)phenyl)naphthalene-1-yl)oxy)phenoxy)-N-(2-(2-(2-bromoethoxy)ethoxy)ethyl)-N-ethylethane-1-amine C(C1=CC=CC=C1)OC=1C=C2C=CC(=C(C2=CC1)OC1=CC=C(OCCN(CC)CCOCCOCCBr)C=C1)C1=CC=C(C=C1)S(=O)(=O)C